methylbenzamid CC1=C(C(=O)N)C=CC=C1